5-{[(6-methoxypyridin-2-yl)amino]methylene}-2,2-dimethyl-1,3-dioxane-4,6-dione COC1=CC=CC(=N1)NC=C1C(OC(OC1=O)(C)C)=O